N-(2-(4,4-difluorocyclohexyl)-4-(2,5-difluorophenyl)pyridin-3-yl)-2-morpholinopyrimidine-5-carboxamide FC1(CCC(CC1)C1=NC=CC(=C1NC(=O)C=1C=NC(=NC1)N1CCOCC1)C1=C(C=CC(=C1)F)F)F